((1s,3s)-3-((5-(1-(2,2-difluoroethyl)-2-methyl-1H-benzo[d]imidazol-6-yl)-4-methoxy-7H-pyrrolo[2,3-d]pyrimidin-2-yl)amino)-1-methylcyclobutyl)(pyrrolidin-1-yl)methanone FC(CN1C(=NC2=C1C=C(C=C2)C2=CNC=1N=C(N=C(C12)OC)NC1CC(C1)(C)C(=O)N1CCCC1)C)F